5-(cyclopentyloxy)-2-(trifluoromethyl)benzohydrazide C1(CCCC1)OC=1C=CC(=C(C(=O)NN)C1)C(F)(F)F